4-(2-chloro-5,6,7,8-tetrahydropyrido[3,4-d]pyrimidin-4-yl)piperazine-1,2-dicarboxylic acid 1-benzyl ester 2-methyl ester COC(=O)C1N(CCN(C1)C=1C2=C(N=C(N1)Cl)CNCC2)C(=O)OCC2=CC=CC=C2